(6,7-dimethoxyquinazolin-4-yl)piperidin-4-one COC=1C=C2C(=NC=NC2=CC1OC)N1CCC(CC1)=O